7-bromo-5-(methoxy)-3-{[4-(4-morpholinyl)-1-piperidinyl]methyl}-N-(1-phenylcyclopropyl)-2-[3-(trifluoromethyl)phenyl]-4-quinolinecarboxamide BrC1=CC(=C2C(=C(C(=NC2=C1)C1=CC(=CC=C1)C(F)(F)F)CN1CCC(CC1)N1CCOCC1)C(=O)NC1(CC1)C1=CC=CC=C1)OC